tert-butyl 2-((2S,3R)-1-(((1,3,4-oxadiazol-2-yl) methyl) amino)-3-hydroxy-1-oxobutan-2-yl)-1-oxo-2,5-diazaspiro[3.4]octane-5-carboxylate O1C(=NN=C1)CNC([C@H]([C@@H](C)O)N1C(C2(C1)N(CCC2)C(=O)OC(C)(C)C)=O)=O